C(C)(C)(C)OC(=O)N1CC(C(C1)N1C=NC(=C1)C=O)F 3-fluoro-4-(4-formyl-1H-imidazol-1-yl)pyrrolidine-1-carboxylic acid tert-butyl ester